3-methyl-4-[1-[(6-methylpyridin-3-yl)methyl]benzimidazol-2-yl]-1,2,5-oxadiazole CC1=NON=C1C1=NC2=C(N1CC=1C=NC(=CC1)C)C=CC=C2